Cl.C[C@@H]1N(C2=CC=C(C=C2[C@@H]([C@H]1C)NC1=NC=CC=N1)N1CCNCC1)C(C)=O 1-((2S,3R,4R)-2,3-dimethyl-6-(piperazin-1-yl)-4-(pyrimidin-2-ylamino)-3,4-dihydroquinolin-1(2H)-yl)ethanone, hydrochloride